C(C)(C)C1CC(CC1)=O 3-isopropylcyclopentan-1-one